tert-butyl 4-((2-(ethoxycarbonyl) cyclohex-1-en-1-yl) carbamoyl)-2-azabicyclo[2.1.1]hexane-2-carboxylate C(C)OC(=O)C1=C(CCCC1)NC(=O)C12CN(C(C1)C2)C(=O)OC(C)(C)C